N[C@H]1CCC=2C=3C1=C1C(=NC3C=C(C2C)F)C2=CC3=C(C(N2C1)=O)COC([C@]3(O)CC)=O (1s,9s)-1-amino-9-ethyl-5-fluoro-2,3-dihydro-9-hydroxy-4-methyl-1h,12h-benzo[de]pyrano[3',4':6,7]indolizino[1,2-b]quinoline-10,13(9h,15h)-dione